N-(5-Chloro-1H-pyrrolo[3,2-b]pyridin-3-yl)-7-fluoro-5-(tetrahydro-2H-pyran-4-yl)-1H-benzo[d]imidazol-2-amine ClC1=CC=C2C(=N1)C(=CN2)NC2=NC1=C(N2)C(=CC(=C1)C1CCOCC1)F